Methyl-(S,E)-(1-((1-((7-fluoro-4-isobutyl-3H-imidazo[4,5-c]pyridin-2-yl)methyl)-6-methyl-2-oxo-1,2-dihydropyridin-3-yl)amino)-6-(methylsulfonyl)-1-oxohex-5-en-2-yl)carbamat COC(N[C@H](C(=O)NC=1C(N(C(=CC1)C)CC1=NC2=C(C(=NC=C2F)CC(C)C)N1)=O)CC\C=C\S(=O)(=O)C)=O